N-[(5-cyclopropyl-6-fluoropyridin-2-yl)(phenyl)methyl]-4-fluoro-1-[2-(5-oxo-4,5-dihydropyrazin-2-yl)acetyl]pyrrolidine-2-carboxamide tert-butyl-2-(2-aminocyclopentyl)acetate C(C)(C)(C)OC(CC1C(CCC1)N)=O.C1(CC1)C=1C=CC(=NC1F)C(NC(=O)C1N(CC(C1)F)C(CC=1N=CC(NC1)=O)=O)C1=CC=CC=C1